N1(CCCCC1)C1=NC(=NC(=N1)C1=NC(=CC=C1)C(F)(F)F)NC1=CC(=NC=C1)C(F)(F)F (piperidin-1-yl)-6-(6-(trifluoromethyl)pyridin-2-yl)-N-(2-(trifluoromethyl)pyridin-4-yl)-1,3,5-triazin-2-amine